2-(3-(4-(2-(4-acetyl-3,3-dimethylpiperazin-1-yl)ethoxy)phenyl)ureido)-N-(4-(((2S,4R)-2-methyl-1-propionyl-1,2,3,4-tetrahydroquinolin-4-yl)amino)phenyl)acetamide C(C)(=O)N1C(CN(CC1)CCOC1=CC=C(C=C1)NC(NCC(=O)NC1=CC=C(C=C1)N[C@@H]1C[C@@H](N(C2=CC=CC=C12)C(CC)=O)C)=O)(C)C